N1CC(C1)C#CC1=C(C=C(C=N1)C=1C=C(C=CC1C)NC(C1=CC(=NC=C1)C(F)(F)F)=O)N1CCOCC1 N-(3-(6-(azetidin-3-ylethynyl)-5-morpholinopyridin-3-yl)-4-methylphenyl)-2-(trifluoromethyl)isonicotinamide